(2S,3R,4R,5S,6R)-2-[3-(2-Benzyl-1,2,3,4-tetrahydro-isoquinolin-7-ylmethyl)-4-chloro-phenyl]-6-hydroxymethyl-tetrahydro-pyran-3,4,5-triol C(C1=CC=CC=C1)N1CC2=CC(=CC=C2CC1)CC=1C=C(C=CC1Cl)[C@@H]1O[C@@H]([C@H]([C@@H]([C@H]1O)O)O)CO